C(CC)P1(OP(OP(O1)(=O)CCC)(=O)CCC)=O 2,4,6-Tripropyl-1,3,5,2λ5,4λ5,6λ5-trioxatriphosphinane-2,4,6-trione